ClC=1C=C(C=C2C(=C(C=NC12)C#N)NCC(C)(C)C)N[C@@H](C1=C2C=CN(C(C2=CC=C1)=O)C)C=1N=NN(C1)C1(CC1)C(F)F (S)-8-chloro-6-(((1-(1-(difluoromethyl)cyclopropyl)-1H-1,2,3-triazol-4-yl)(2-methyl-1-oxo-1,2-dihydroisoquinolin-5-yl)methyl)amino)-4-(neopentylamino)quinoline-3-carbonitrile